N-((S)-1-(((R)-2-amino-6,7-dihydro-5H-cyclopenta[b]pyridin-5-yl)amino)-1-oxopropan-2-yl)-4-(3-fluorophenyl)-1H-pyrrole-2-carboxamide NC1=CC=C2C(=N1)CC[C@H]2NC([C@H](C)NC(=O)C=2NC=C(C2)C2=CC(=CC=C2)F)=O